O=C1N(CCC(N1)=O)N1C(C2=CC=CC(=C2C1=O)CCI)=O 2-(2,4-dioxotetrahydropyrimidin-1(2H)-yl)-4-(2-iodoethyl)isoindoline-1,3-dione